P(=O)(O[C@H](CCC(C)(C)O)[C@@](C)([C@H]1CC[C@]2(C3=CC([C@@H]4C[C@H](CC[C@]4(C)[C@H]3CC[C@]12C)O)=O)O)O)(O)O (22R)-3beta,14,20,25-tetrahydroxy-6-oxo-5beta-cholest-7-en-22-yl dihydrogen phosphate